methyl 4-(1-methyl-3-((4-(methylcarbamoyl)benzyl)carbamoyl)-1H-indazol-5-yl)benzoate benzoate C(C1=CC=CC=C1)(=O)O.CN1N=C(C2=CC(=CC=C12)C1=CC=C(C(=O)OC)C=C1)C(NCC1=CC=C(C=C1)C(NC)=O)=O